C(C)([2H])([2H])NC=1N=CC(=C2C=C(N=CC12)NC(=O)C1CC1)B1OC(C(O1)(C)C)(C)C N-(8-((ethyl-1,1-d2)amino)-5-(4,4,5,5-tetramethyl-1,3,2-dioxaborolan-2-yl)-2,7-naphthyridin-3-yl)cyclopropanecarboxamide